ClC=1C=C(OCCCN2C[C@H](CC2)O)C=CC1C=1N(C2=NC=NC(=C2N1)OC1(CC1)C)CC1=NC=CC(=C1)Cl (S)-1-(3-(3-chloro-4-(9-((4-chloropyridin-2-yl)methyl)-6-(1-methylcyclopropoxy)-9H-purin-8-yl)phenoxy)propyl)pyrrolidin-3-ol